NC1=CC(=NC(=N1)CO)NC1=NC=C(C(=O)NC)C(=C1)NC(C)C 6-((6-amino-2-(hydroxymethyl)pyrimidin-4-yl)amino)-4-(isopropylamino)-N-methylnicotinamide